C1NCC12CC(C2)NS(=O)(=O)C2=CC=C(C=C2)C(F)(F)F N-(2-azaspiro[3.3]heptan-6-yl)-4-(trifluoromethyl)benzenesulfonamide